tri-phenyl-furan C1(=CC=CC=C1)C=1C(=C(OC1)C1=CC=CC=C1)C1=CC=CC=C1